C(C)(C)NC(=O)C1=CC2=C(N=C(S2)C2CCN(CC2)C)C=C1 N-isopropyl-2-(1-methylpiperidin-4-yl)benzo[d]thiazole-6-carboxamide